[I-].ClC1=C(C=C(C=C1)NC(=O)C1=C(OCC[N+](C)(C)C)C=CC=C1OCC)C(F)(F)F 2-(2-((4-chloro-3-(trifluoromethyl)phenyl)carbamoyl)-3-ethoxyphenoxy)-N,N,N-trimethylethane-1-aminium iodide